FC1=CC=C(C=C1)N1C(=NC(=C1)CCCCCCN1CCCCC1)C1=C(C(=O)N)C=CC=C1C=1C=NNC1 (1-(4-fluorophenyl)-4-(6-(piperidin-1-yl)hexyl)-1H-imidazol-2-yl)-3-(1H-pyrazol-4-yl)benzamide